BrC=1C=C(C=CC1NC1=NC=C(C=C1)C1CC1)S(=O)(=O)N(C)CC1=CC=C(C=C1)OC 3-bromo-4-[(5-cyclopropyl-2-pyridyl)amino]-N-[(4-methoxyphenyl)methyl]-N-methyl-benzenesulfonamide